COC(=O)C=1N(C(/C(/N1)=C/C1=CC(=C(C(=C1)F)O)F)=O)C.COC1CCC(CC1)C(=O)NC1=CC(=C(C=C1)OC=1SC=CN1)C 4-methoxy-N-(3-methyl-4-(thiazol-2-yloxy)phenyl)cyclohexane-1-carboxamide methyl-(Z)-4-(3,5-difluoro-4-hydroxybenzylidene)-1-methyl-5-oxo-4,5-dihydro-1H-imidazole-2-carboxylate